2-(3-Methylcyclohex-2-en-1-yl)-3-propan-2-yloxy-5-propylphenol CC1=CC(CCC1)C1=C(C=C(C=C1OC(C)C)CCC)O